Dimethyl-(3-sulfopropyl)ammonium C[NH+](CCCS(=O)(=O)O)C